The molecule is a 7alpha-hydroxy steroid, a 25-hydroxy steroid, an oxysterol and a 3beta-hydroxy-Delta(5)-steroid. It has a role as a human metabolite. It derives from a cholesterol. C[C@H](CCCC(C)(C)O)[C@H]1CC[C@@H]2[C@@]1(CC[C@H]3[C@H]2[C@@H](C=C4[C@@]3(CC[C@@H](C4)O)C)O)C